ClC1=CC(=C(C=C1)[C@@]1(OC2=C(O1)C=CC=C2C2CCN(CC2)CC=2N(C=C(N2)CO)C[C@H]2OCC2)C)F (2-((4-((S)-2-(4-chloro-2-fluorophenyl)-2-methylbenzo[d][1,3]dioxolan-4-yl)piperidin-1-yl)methyl)-1-(((S)-oxetan-2-yl)methyl)-1H-imidazol-4-yl)methanol